dithienyl-sulfur S1C(=CC=C1)SC=1SC=CC1